CNC1=CC=C(C=C1)C(C)(C)C1=CC=C(C=C1)NC 2,2-bis-(4-methylaminophenyl)-propane